di(undecanoyl) peroxide C(CCCCCCCCCC)(=O)OOC(CCCCCCCCCC)=O